ethyl 3-(cyclopentyloxy)-4-((N,N-dimethylsulfamoyl)carbamoyl)-5-(pyrrolidin-1-yl)benzoate C1(CCCC1)OC=1C=C(C(=O)OCC)C=C(C1C(NS(N(C)C)(=O)=O)=O)N1CCCC1